8-(trifluoromethyl)chroman-4-one methyl-phosphoramidofluoridate COP(=O)(N)F.FC(C=1C=CC=C2C(CCOC12)=O)(F)F